C(C)N(CCO)CCCC(C)N 5-[N-Ethyl-N-(2-hydroxyethyl)amino]-2-pentanamine